5-[7-[[5-(3-methoxyazetidine-1-carbonyl)-2-pyridyl]amino]-3-methyl-imidazo[4,5-b]pyridin-5-yl]oxy-4-methyl-pyridine-2-carbonitrile COC1CN(C1)C(=O)C=1C=CC(=NC1)NC1=C2C(=NC(=C1)OC=1C(=CC(=NC1)C#N)C)N(C=N2)C